ethyl 2-(6-methoxy-5-nitropyridin-2-yl)acetate COC1=C(C=CC(=N1)CC(=O)OCC)[N+](=O)[O-]